O[C@]1(C(N(CC1)C)=O)C1=CC(=NN1COCC[Si](C)(C)C)C=1C=C(C=CC1)C1=CC=CC(=N1)C(=O)N (S)-6-(3-(5-(3-Hydroxy-1-methyl-2-oxopyrrolidin-3-yl)-1-((2-(trimethylsilyl)ethoxy)methyl)-1H-pyrazol-3-yl)phenyl)picolinamide